O(S(=O)(=O)C(F)(F)F)C1=CCN2CCC1CC2 1-azabicyclo[3.2.2]non-3-en-4-yl triflate